1-((3R,4S)-3-fluoro-4-((6-fluoro-5-(4-fluoro-1-(2-fluoroethyl)-2-methyl-1H-benzo[d]imidazol-6-yl)-4-methoxypyrrolo[2,1-f][1,2,4]triazin-2-yl)amino)piperidin-1-yl)ethan-1-one F[C@@H]1CN(CC[C@@H]1NC1=NN2C(C(=N1)OC)=C(C(=C2)F)C=2C=C(C1=C(N(C(=N1)C)CCF)C2)F)C(C)=O